ClC1=C(C#N)C(=CC=N1)NC1=CC2=C(N(C(N2CC2C(OCC2)(C)C)=O)C)C=C1 2-chloro-4-((3-((2,2-dimethyltetrahydrofuran-3-yl)methyl)-1-methyl-2-oxo-2,3-dihydro-1H-benzo[d]imidazol-5-yl)amino)nicotinonitrile